FC1=C(C=CC(=C1F)F)B(C1=C(C(=C(C=C1)F)F)F)C1=C(C(=C(C=C1)F)F)F tris(2,3,4-trifluorophenyl)borane